tert-butyl (R)-2-methyl-4-(6-(pyrazolo[1,5-a]pyridin-3-yl)pyridin-2-yl)piperazine-1-carboxylate C[C@H]1N(CCN(C1)C1=NC(=CC=C1)C=1C=NN2C1C=CC=C2)C(=O)OC(C)(C)C